2-((6-chloro-3H-imidazo[4,5-c]pyridin-2-yl)thio)-N-(3,4-dimethoxyphenyl)acetamide ClC1=CC2=C(C=N1)NC(=N2)SCC(=O)NC2=CC(=C(C=C2)OC)OC